N1=C(C=CC=C1)C1=NC(=NC=C1)NC1C(NC2=C(O1)C(=CC=C2)CN2CCOCC2)=O ((4-(pyridin-2-yl)pyrimidin-2-yl)amino)-8-(morpholinomethyl)-2H-benzo[b][1,4]oxazin-3(4H)-one